C1(CC1)CN1C(NC2=NC=C(C=C21)C2=CC(=CC(=C2)F)F)=O 1-(cyclopropylmethyl)-6-(3,5-difluorophenyl)-3H-imidazo[4,5-b]pyridin-2-one